CCCCCCCCC(CCCCCCCC)OC(CCCCCCCN(CCCCCC(OCCCCCCCCCC)=O)CCO)=O 8-[(2-hydroxyethyl)(6-oxo-6-decyloxyhexyl)amino]caprylic acid (heptadecan-9-yl) ester